N,N,N-trimethyl-3-[(1-oxo-3-phenyl-2-propenyl)amino]-1-propylammonium chloride [Cl-].C[N+](C)(C)CCCNC(C=CC1=CC=CC=C1)=O